C(C)(C)(C)OC(=O)N1CCC(CC1)C=1C=C2C(=C(NC2=CC1)C1=CC(=NC=C1)C#N)C(C)C 4-(2-(2-cyanopyridin-4-yl)-3-isopropyl-1H-indol-5-yl)piperidine-1-carboxylic acid tert-butyl ester